N-[4-chloro-3-[2-methyl-6-(1-methylpyrazol-4-yl)-1-oxoisoquinolin-4-yl]phenyl]ethane-sulfonamide ClC1=C(C=C(C=C1)NS(=O)(=O)CC)C1=CN(C(C2=CC=C(C=C12)C=1C=NN(C1)C)=O)C